OC(C)(C)C1=CC=C(C=C1)C=1OC=C(N1)C(=O)OCC Ethyl 2-(4-(2-hydroxypropan-2-yl)phenyl)oxazole-4-carboxylate